N1(CCCC1)C(=O)OCO[C@@H]1C[C@@H]2C[C@@]2(CC1)C1=NC=CC=N1 (((1s,3s,6r)-6-(pyrimidin-2-yl) bicyclo[4.1.0]hept-3-yloxy) methyl) pyrrolidine-1-carboxylate